(Endo)-1-(bicyclo[6.1.0]non-4-yn-9-yl)-3-oxo-2,7,10,13,16-pentaoxa-4-azanonadecan-19-oic acid C12CCC#CCCC2C1COC(NCCOCCOCCOCCOCCC(=O)O)=O